C1(CCC1)N1CCC(CC1)OC1=CC=C(C=C1)NC(=O)NC1CCCC1 1-(4-((1-cyclobutylpiperidin-4-yl)oxy)phenyl)-3-cyclopentylurea